BrC1=CC=C(CN2C(C=CC(=C2)C=2C(=NOC2C)C)=O)C=C1 1-(4-bromobenzyl)-5-(3,5-dimethylisoxazol-4-yl)pyridin-2(1H)-one